C1,8-diazabicyclo[5.4.0]-7-undecene N12CCCCCC2=NCCC1